ClC1=C(C=CC(=C1)Cl)[C@@H]1OC2=C(C=CC=C2C(=C1)F)C1CCN(CC1)CC1=NC=2C(=NC(=CC2)C(=O)O)N1C[C@H]1OCC1 2-((4-((R)-2-(2,4-dichlorophenyl)-4-fluoro-2H-chromen-8-yl)piperidin-1-yl)methyl)-3-(((S)-oxetan-2-yl)methyl)-3H-imidazo[4,5-b]pyridine-5-carboxylic acid